[Si]=O.[W].[Si] silicon-tungsten-silicon oxide